NC1=C(C(=NN1C)C1CC2CC(CC2C1)(C=1OC=CN1)O)C(=O)NC1=CC(=C(C=C1)F)Cl 5-Amino-N-(3-chloro-4-fluorophenyl)-3-(5-hydroxy-5-(oxazol-2-yl)octahydropentalen-2-yl)-1-methyl-1H-pyrazole-4-carboxamide